N-4-piperidyl-6-[3-(4-mesyl-2-anisidino)-1-propynyl]-1-(2,2,2-trifluoroethyl)-1H-benzo[d]imidazole-4-carboxamide N1CCC(CC1)NC(=O)C1=CC(=CC=2N(C=NC21)CC(F)(F)F)C#CCNC=2C(OC)=CC=C(C2)S(=O)(=O)C